CC1=C(C2=C(N=CN=C2NC2(CC2)C)O1)C(=O)N1CCN(CCC1)C(C)=O 1-(4-{6-methyl-4-[(1-methylcyclopropyl)amino]furo[2,3-d]pyrimidine-5-carbonyl}-1,4-diazacycloheptan-1-yl)ethan-1-one